C(C1=CC=CC=C1)N1C[C@H](C[C@H]1COC=1C=C(C=C(C1)C1=CC=C(C=C1)F)C1=CC=C(C=C1)F)CNC(OC(C)(C)C)=O tert-butyl (((3R,5S)-1-benzyl-5-(((4,4''-difluoro-[1,1':3',1''-terphenyl]-5'-yl)oxy)methyl)pyrrolidin-3-yl)methyl)carbamate